N-pentyl-N',N'-dimethylurea C(CCCC)NC(=O)N(C)C